2-(n-butylamino)-4,6-dimercapto-sym-triazine C(CCC)NC1=NC(=NC(=N1)S)S